2-(6-((2,6-dichloro-1-(1-propyl-1H-pyrazol-4-yl)-7-fluoro-1H-indol-3-yl)thio)pyridine-2-yl)acetic acid ClC=1N(C2=C(C(=CC=C2C1SC1=CC=CC(=N1)CC(=O)O)Cl)F)C=1C=NN(C1)CCC